tert-Butyl 2-[4-[4-[7-fluoro-3-oxo-2-[(1RS)-1-(6,7-dihydro-5H-pyrrolo[1,2-c]imidazol-1-yl)-2-oxo-2-(thiazol-2-ylamino)ethyl]isoindolin-5-yl]phenyl]piperazin-1-yl]acetate FC=1C=C(C=C2C(N(CC12)[C@@H](C(NC=1SC=CN1)=O)C1=C2N(C=N1)CCC2)=O)C2=CC=C(C=C2)N2CCN(CC2)CC(=O)OC(C)(C)C |r|